4-chloro-3-methylbenzoyl chloride ClC1=C(C=C(C(=O)Cl)C=C1)C